Oleyl-propyl-(hydroxysulfo)propyldimethyl-ammonium hydroxy-ethanesulphonate OC(C)S(=O)(=O)[O-].C(CCCCCCC\C=C/CCCCCCCC)C[N+](C)(CCCS(=O)(=O)OO)CCC